C(CCCCCCCCCCCCCCCCCCCCC)O doicosanol